(1R,3S)-3-(3-{[(3,5-difluorophenyl)acetyl]amino}-1H-pyrazol-5-yl)cyclopentyl propan-2-ylcarbamate CC(C)NC(O[C@H]1C[C@H](CC1)C1=CC(=NN1)NC(CC1=CC(=CC(=C1)F)F)=O)=O